5-(2-(methylamino)pyridin-4-yl)indolin-2-one CNC1=NC=CC(=C1)C=1C=C2CC(NC2=CC1)=O